CC1(CCN(CC1)C1=CC=C(C=C1)N1N=CC2=CC(=CC(=C12)F)F)C 1-[4-(4,4-dimethylpiperidyl)phenyl]-5,7-difluoro-1H-indazole